2,2'-bis(2-Hydroxyethoxy)-1,1'-binaphthalene OCCOC1=C(C2=CC=CC=C2C=C1)C1=C(C=CC2=CC=CC=C12)OCCO